ClC=1C(=C(C=CC1)NC1=C(NC2=C1C(NCC21CCN(CC1)C(=O)OC(C)(C)C)=O)C1=NC=NC=C1)OC tert-butyl 3'-[(3-chloro-2-methoxyphenyl)amino]-4'-oxo-2'-(pyrimidin-4-yl)-5',6'-dihydro-1'H-spiro[piperidine-4,7'-pyrrolo[3,2-c]pyridine]-1-carboxylate